ClC1=C(C(=NC(=C1)C1=C(C(=CC=C1)C1=C(C(=NC=C1)Cl)Cl)Cl)OC)CN(C(OC(C)(C)C)=O)C[C@H]1NC(CC1)=O (S)-tert-butyl ((4-chloro-6-(2-chloro-3-(2,3-dichloropyridin-4-yl) phenyl)-2-methoxypyridin-3-yl)methyl)((5-oxopyrrolidin-2-yl)methyl)carbamate